N,N-dimethyldodecane-1-amine oxide C[N+](CCCCCCCCCCCC)(C)[O-]